C(C)(=O)O[C@@H]1CC2CC=C3[C@@H]4CC[C@H](C(C)(C)C=O)[C@]4(CC[C@@H]3[C@]2(CC1)C)C (3S)-20-formyl-20-methyl-pregn-7-en-3-yl acetate